C(#N)C1=C(C(=CC=C1)OC)NC(OC1=CC=CC=C1)=O phenyl (2-cyano-6-methoxyphenyl)carbamate